BrC1=C(SC=2N=CN=C(C21)O[C@@H](C(=O)OCC)CC2=C(C=CC(=C2)CO)OCC2=NC(=NC=C2)C2=C(C=CC=C2)OC)C2=CC=C(C=C2)F (R)-ethyl 2-((5-bromo-6-(4-fluorophenyl)thieno[2,3-d]pyrimidin-4-yl)oxy)-3-(5-(hydroxymethyl)-2-((2-(2-methoxyphenyl)pyrimidin-4-yl)methoxy)phenyl)propanoate